(±)-(trans)-4-(3-((azepan-4-ylmethyl)amino)-1-(4-methoxyphenyl)-1H-pyrazol-5-yl)-2-fluorobenzonitrile N1CC[C@@H](CCC1)CNC1=NN(C(=C1)C1=CC(=C(C#N)C=C1)F)C1=CC=C(C=C1)OC |r|